[2,2-bis[[(Z)-octadec-9-enoyl]oxymethyl]-3-[4-(2-pyrrolidin-1-ylethyl carbamoyloxy)decanoyloxy]propyl](Z)-octadec-9-enoate C(CCCCCCC\C=C/CCCCCCCC)(=O)OCC(COC(CCCCCCC\C=C/CCCCCCCC)=O)(COC(CCC(CCCCCC)OC(NCCN1CCCC1)=O)=O)COC(CCCCCCC\C=C/CCCCCCCC)=O